ClC1=NC=C2C(=N1)N(C(N(C2)C2=C(C=CC=C2C)C)=O)CCC(=O)OC methyl 3-[7-chloro-3-(2,6-dimethylphenyl)-2-oxo-3,4-dihydropyrimido[4,5-d]pyrimidin-1(2H)-yl]propanoate